C(#N)CC(=O)N1C[C@@H]([C@@H](CC1)C)N(C=1C2=C(N=CN1)N(C=C2)C(=O)NNC(CNC(OC(C)(C)C)=O)=O)C tert-butyl (2-(2-(4-(((3R,4R)-1-(2-cyanoacetyl)-4-methylpiperidin-3-yl) (methyl)amino)-7H-pyrrolo[2,3-d]pyrimidine-7-carbonyl)hydrazinyl)-2-oxoethyl)carbamate